(S)-(3-(4-(5-(2,3-dihydro-1H-inden-4-yl)-6-methoxy-1H-pyrazolo[4,3-b]pyridin-3-yl)-1H-pyrazol-1-yl)azetidin-1-yl)(1-isopropylazetidin-2-yl)methanone C1CCC2=C(C=CC=C12)C1=C(C=C2C(=N1)C(=NN2)C=2C=NN(C2)C2CN(C2)C(=O)[C@H]2N(CC2)C(C)C)OC